N-cyclopropyl-6-[[5-[5-(2-hydroxy-2-methyl-propoxy)-2-methyl-4-pyridyl]pyrazolo[1,5-a]pyridin-2-yl]amino]-2,4-dimethyl-pyridine-3-carboxamide C1(CC1)NC(=O)C=1C(=NC(=CC1C)NC1=NN2C(C=C(C=C2)C2=CC(=NC=C2OCC(C)(C)O)C)=C1)C